NCC=1C(=NC=CC1C(F)F)NCC1=CC=C(C=C1)OC 3-(aminomethyl)-4-(difluoromethyl)-N-(4-methoxybenzyl)pyridin-2-amine